4-(2-(4-chloro-2-fluorophenyl)-2-methylbenzo[d][1,3]dioxan-4-yl)-6-oxo-3,6-dihydropyridine-1(2H)-carboxylic acid tert-butyl ester C(C)(C)(C)OC(=O)N1CCC(=CC1=O)C1C2=C(OC(O1)(C)C1=C(C=C(C=C1)Cl)F)C=CC=C2